(4-amino-1-tert-butyl-pyrazolo[3,4-d]pyrimidin-3-yl)-N-cyclobutyl-1H-indole-2-carboxamide NC1=C2C(=NC=N1)N(N=C2N2C(=CC1=CC=CC=C21)C(=O)NC2CCC2)C(C)(C)C